ClC=1C=C(C=CC1)CCN1C[C@H](NCC1)COC1=CC=C(C=C1)S(=O)(=O)C1CN(C1)C(C)=O 1-[3-(4-{[(2S)-4-[2-(3-chlorophenyl)ethyl]piperazin-2-yl]methoxy}benzenesulfonyl)azetidin-1-yl]ethan-1-one